6-(5,6-difluoro-1H-indazol-3-yl)-1,2,3,4-tetrahydro-1,7-naphthyridine FC=1C=C2C(=NNC2=CC1F)C=1C=C2CCCNC2=CN1